5-hydroxymethyl-2-thiophenecarboxaldehyde OCC1=CC=C(S1)C=O